methyl 2-(3-vinyl-4,4-difluoropiperidin-1-yl)-6-methylpyrimidine-4-carboxylate C(=C)C1CN(CCC1(F)F)C1=NC(=CC(=N1)C(=O)OC)C